OC1=CC=C(C=C1)C(C)(C)C1=CC(=CC=C1)O 2-(4-hydroxyphenyl)-2-(3-hydroxyphenyl)propane